CN(C=1C=C2CCN[C@H](C2=CC1)CNC1=NC=CC(=C1)C(=O)O)C1=CC=C(C=C1)C ({(1R)-6-[methyl(4-methylphenyl)amino]-1,2,3,4-tetrahydroisoquinolyl-methyl}amino)pyridine-4-carboxylic acid